4-((5-phenyl-1-(quinolin-2-ylmethyl)-1H-indole-7-carboxamido)methyl)benzoic acid C1(=CC=CC=C1)C=1C=C2C=CN(C2=C(C1)C(=O)NCC1=CC=C(C(=O)O)C=C1)CC1=NC2=CC=CC=C2C=C1